6-cyclopropaneamido-4-{[3-(5-fluoropyrazin-2-yl)-2-methoxyphenyl]amino}-N-(2H3)methylpyridazine-3-carboxamide C1(CC1)C(=O)NC1=CC(=C(N=N1)C(=O)NC([2H])([2H])[2H])NC1=C(C(=CC=C1)C1=NC=C(N=C1)F)OC